6-[4-[3-Fluoro-4-(5-hydroxypyridin-3-yl)benzoyl]piperazin-1-yl]-N-[4-(2-phenylsulfanylethylamino)-3-(trifluoromethyl)phenyl]sulfonylpyridazine-3-carboxamide FC=1C=C(C(=O)N2CCN(CC2)C2=CC=C(N=N2)C(=O)NS(=O)(=O)C2=CC(=C(C=C2)NCCSC2=CC=CC=C2)C(F)(F)F)C=CC1C=1C=NC=C(C1)O